5-(4-bromo-2-fluorophenyl)-1,2,3-trifluorobenzene BrC1=CC(=C(C=C1)C=1C=C(C(=C(C1)F)F)F)F